FC=1C=CC=C2CC3(CCNCC3)[C@@H](C12)N (S)-7-fluoro-1,3-dihydro-spiro[indene-2,4'-piperidine]-1-amine